ClC1=CSC2=C1NC(=C2)C(=O)N2[C@@H]1CC([C@H]([C@@H]2C(=O)N[C@@H](C[C@H]2C(NCC2)=O)C#N)CC1)(F)F (1S,3R,4S)-2-(3-chloro-4H-thieno[3,2-b]pyrrole-5-carbonyl)-N-((S)-1-cyano-2-((S)-2-oxopyrrolidin-3-yl)ethyl)-5,5-difluoro-2-azabicyclo[2.2.2]octane-3-carboxamide